ClC=1C2=CN(N=C2C=CC1C1=NNC2=NC(=CN=C21)N2CC1C(C1CC2)(C2=NOC(=C2)COC)CN)C [3-[3-(4-chloro-2-methylindazol-5-yl)-1H-pyrazolo[3,4-b]pyrazin-6-yl]-7-[5-(methoxymethyl)-1,2-oxazol-3-yl]-3-azabicyclo[4.1.0]heptan-7-yl]methanamine